bis[3,5-bis(trifluoromethyl)phenyl]thiourea FC(C=1C=C(C=C(C1)C(F)(F)F)NC(NC1=CC(=CC(=C1)C(F)(F)F)C(F)(F)F)=S)(F)F